methyl (S)-3-((((9H-fluoren-9-yl) methoxy) carbonyl) amino)-4-((3-formyl-5-methylthiophen-2-yl) amino)-4-oxobutanoate C1=CC=CC=2C3=CC=CC=C3C(C12)COC(=O)N[C@@H](CC(=O)OC)C(=O)NC=1SC(=CC1C=O)C